ethyl (3-tolyl) disulfide C1(=CC(=CC=C1)SSCC)C